CC1=C(OC=2C=C3C4(C(NC3=CC2)=O)CCCC4)C(=CC(=C1)[N+](=O)[O-])C 5'-(2,6-dimethyl-4-nitrophenoxy)spiro[cyclopentane-1,3'-indolin]-2'-one